1-(1-isopropylpiperidin-4-yl)-5-(8-methoxy-[1,2,4]triazolo[1,5-a]pyridin-6-yl)-1,3-dihydro-2H-benzo[d]imidazol-2-one C(C)(C)N1CCC(CC1)N1C(NC2=C1C=CC(=C2)C=2C=C(C=1N(C2)N=CN1)OC)=O